BrC=1C=C(C=C2C(C(=COC12)C)=O)C 8-bromo-3,6-dimethyl-chromen-4-one